C(C1=CC=CC=C1)S α-toluenethiol